ClC=1C(=NC=CC1)C=O 3-chloropyridine-carbaldehyde